C1(CC1)C(C1=CC(=NC=C1)NC([C@H](C1CCC(CC1)C)NC(=O)C1=CC=NN1C)=O)NC(CCC(F)(F)F)=O N-((1S)-2-((4-(cyclopropyl(4,4,4-trifluorobutanamido)methyl)pyridin-2-yl)amino)-1-((1r,4S)-4-methylcyclohexyl)-2-oxoethyl)-1-methyl-1H-pyrazole-5-carboxamide